Pentyl (2-((2R,3R,4S,5R)-3,4-Dihydroxy-5-(Hydroxy-Methyl)Tetrahydrofuran-2-yl)-3-Oxo-2,3-Dihydro-1,2,4-Triazin-5-yl)Carbamate O[C@H]1[C@@H](O[C@@H]([C@H]1O)CO)N1N=CC(=NC1=O)NC(OCCCCC)=O